C(C)(C)(C)OP(=O)(OC(C)(C)C)OCC(=O)O[C@@H]1C2(CCC(C1)(CC2)NC(COC2=CC(=C(C=C2)Cl)F)=O)NC(COC2=CC(=C(C=C2)Cl)F)=O (2S)-1,4-bis[2-(4-chloro-3-fluorophenoxy)acetamido]bicyclo[2.2.2]octan-2-yl [(di-tert-butoxyphosphoryl)oxy]acetate